(S)-2-(5-(2-(5-ethyl-2-(4-ethylphenyl)oxazol-4-yl)ethoxy)-2,3-dihydro-1H-inden-1-yl)acetic acid C(C)C1=C(N=C(O1)C1=CC=C(C=C1)CC)CCOC=1C=C2CC[C@H](C2=CC1)CC(=O)O